1-Methyl-3-[3-(4,4,5,5-tetramethyl-1,3,2-dioxaborolan-2-yl)phenoxy]pyrrolidine CN1CC(CC1)OC1=CC(=CC=C1)B1OC(C(O1)(C)C)(C)C